4-(2,5-difluorophenyl)-2-(rac-(2r,3s)-2-(trifluoromethyl)tetrahydrofuran-3-yl)pyridin-3-amine FC1=C(C=C(C=C1)F)C1=C(C(=NC=C1)[C@H]1[C@@H](OCC1)C(F)(F)F)N |r|